COC(C1=CC=C(C=C1)Br)=O.CC1=C(OC2CCN(CC2)C2=CC=C(C(=O)OC)C=C2)C=CC=C1 methyl 4-(4-(2-methylphenoxy)piperidin-1-yl)benzoate Methyl-4-bromobenzoate